FC1=C(CNC2=NC=NC3=CC(=C(C=C23)OC2CCN(CC2)C(C=C)=O)OC)C=CC=C1 1-(4-((4-((2-fluorobenzyl)amino)-7-methoxy-quinazolin-6-yl)oxy)piperidin-1-yl)prop-2-en-1-one